COCC1(CCC(CC1)C1=C2N(N=C1CN(CCNC)C)CCC2)C N1-((3-(4-(methoxy-methyl)-4-methyl-cyclohexyl)-5,6-dihydro-4H-pyrrolo-[1,2-b]pyrazol-2-yl)-methyl)-N1,N2-dimethylethane-1,2-diamine